trimethoxysilanethiol CO[Si](S)(OC)OC